N1=NN=CC=C1 1,2,3-Triazine